6-amino-N-(5-chloro-6-(2-methyl-5-(trifluoromethoxy)phenyl)pyridin-2-yl)pyridine-2-sulfonamide NC1=CC=CC(=N1)S(=O)(=O)NC1=NC(=C(C=C1)Cl)C1=C(C=CC(=C1)OC(F)(F)F)C